COC1=C(CN2C(C=3N=C(SC3C2)C2=NC(=NC=C2C)S(=O)(=O)C)=O)C=CC(=C1)OC 5-(2,4-dimethoxybenzyl)-2-(5-methyl-2-(methylsulfonyl)pyrimidin-4-yl)-5,6-dihydro-4H-pyrrolo[3,4-d]thiazol-4-one